4-(2-fluoro-4-methoxythieno[3,2-E]benzofuran-7-yl)-4-oxobutanoic acid ethyl ester C(C)OC(CCC(=O)C1=CC2=C(C=C(C3=C2C=C(O3)F)OC)S1)=O